FC1=C(C=CC(=C1)F)[C@@](CN1N=CN=C1)([C@@H](C)SSCC=1N(C=CN1)C)O (2R,3R)-2-(2,4-difluorophenyl)-3-(((1-methyl-1H-imidazol-2-yl)methyl)disulfanyl)-1-(1H-1,2,4-triazol-1-yl)butan-2-ol